1-(4-hydroxy-2-(5-(4-(hydroxymethyl)phenyl)-1H-imidazol-2-yl)piperidin-1-yl)-2-(methylsulfanyl)propan-1-one OC1CC(N(CC1)C(C(C)SC)=O)C=1NC(=CN1)C1=CC=C(C=C1)CO